6-((R)-2-((3aR,5R,6aS)-5-(2,6-difluorophenoxy)-3a-hydroxyhexahydrocyclopenta[c]pyrrol-2(1H)-yl)-1-hydroxyethyl)-3,4-dihydroquinolin-2(1H)-one FC1=C(O[C@H]2C[C@]3([C@H](CN(C3)C[C@H](O)C=3C=C4CCC(NC4=CC3)=O)C2)O)C(=CC=C1)F